Cl.C(C(C)C)OC([C@H](C)N)=O.ClC=1C=C(CNC(=O)C2CCN(CC2)C(=O)C2=NNC(=C2)C2=CC(=NC=C2F)OC)C=CC1 N-(3-chlorobenzyl)-1-(5-(5-fluoro-2-methoxypyridin-4-yl)-1H-pyrazole-3-carbonyl)piperidine-4-carboxamide isobutyl-(S)-2-aminopropionate hydrochloride